NC12COC(CC1)(CC2)CN2CCN(CC2)C2=CC(=C(C=C2)C2C(NC(CC2)=O)=O)Cl 3-[4-[4-[(4-Amino-2-oxabicyclo[2.2.2]octan-1-yl)methyl]piperazin-1-yl]-2-chloro-phenyl]piperidine-2,6-dione